4-(6-{5-[(1S)-1-aminoethyl]-1H-1,2,4-triazol-1-yl}pyridin-3-yl)morpholin-3-one N[C@@H](C)C1=NC=NN1C1=CC=C(C=N1)N1C(COCC1)=O